C1(CCCCC1)N([C@@H](C)C(=O)[O-])[P@@](=O)(OC1=CC=CC=C1)OC[C@]1(O[C@H]([C@]([C@@H]1O)(C)O)N1C(N=C(C=C1)N)=O)F Cyclohexyl-((S)-(((2S,3S,4R,5R)-5-(4-amino-2-oxopyrimidin-1(2H)-yl)-2-fluoro-3,4-dihydroxy-4-methyltetrahydrofuran-2-yl)methoxy)(phenoxy)phosphoryl)-L-alaninat